NCC(=O)C1=CC=C(C=C1)C1=C(C=C(C#N)C=C1)OC1=CC(=NC(=C1)C1=CC=CC=C1)C 4-[4-(2-aminoacetyl)phenyl]-3-(2-methyl-6-phenylpyridin-4-yl)oxybenzonitrile